C(C)N1C(=NN=C1)C=1C=C(C=2N(C1)C=NC2)OC2=CC=C(OCCCN1CCOCC1)C=C2 4-[3-[4-[6-(4-ethyl-1,2,4-triazol-3-yl)imidazo[1,5-a]pyridin-8-yl]oxyphenoxy]propyl]morpholine